N[C@H](C(=O)N1CC2=CC=CC=C2C1)CCCCN (S)-2,6-diamino-1-(isoindolin-2-yl)hexan-1-one